COC1=C(C(=C2C(=N1)N=CS2)OC)C2=CN(C1=NC(=CC=C12)NC(=O)[C@H]1[C@H](C1)F)COCC[Si](C)(C)C (1S,2S)-N-(3-{5,7-dimethoxy-[1,3]thiazolo[4,5-b]pyridin-6-yl}-1-{[2-(trimethylsilyl)ethoxy]methyl}pyrrolo[2,3-b]pyridin-6-yl)-2-fluorocyclopropane-1-carboxamide